N-(bicyclo[1.1.1]pentan-1-yl)-6-(4-fluorophenyl)-4-hydroxy-2-oxo-1-(pyridin-4-ylmethyl)-1,2-dihydro-1,8-naphthyridine-3-carboxamide C12(CC(C1)C2)NC(=O)C=2C(N(C1=NC=C(C=C1C2O)C2=CC=C(C=C2)F)CC2=CC=NC=C2)=O